di(2-ethyl-2-propenyl)bicyclo[2.2.1]hept-5-ene-2,3-dicarboxylic acid C(C)C(CC1=C(C2C(C(C1C2)C(=O)O)C(=O)O)CC(=C)CC)=C